2S-amino-3R,4R,5S-trihydroxy-2-(hydroxymethyl)-14-oxo-eicos-6E-enoic acid CCCCCCC(=O)CCCCCC/C=C/[C@@H]([C@H]([C@@H]([C@@](CO)(C(=O)O)N)O)O)O